tert-butyl N-{3-[2-(4-{3-[(3-fluoro-2-methoxyphenyl)amino]-4-oxo-1H,5H,6H,7H-pyrrolo[3,2-c]pyridin-2-yl}pyridin-3-yl)ethynyl]oxetan-3-yl}carbamate FC=1C(=C(C=CC1)NC1=C(NC2=C1C(NCC2)=O)C2=C(C=NC=C2)C#CC2(COC2)NC(OC(C)(C)C)=O)OC